NC1=CC(=C(OC=2C=CC(N(C2)C(C)C)O)C(=C1)Cl)Cl 5-(4-amino-2,6-dichlorophenoxy)-1-isopropyl-2-hydroxypyridine